2'-Amino-5-chloro-N-(4-(cyclopropylsulfonyl)-3-(trifluoromethyl)phenyl)-2,4'-difluoro-[1,1'-biphenyl]-4-carboxamide NC1=C(C=CC(=C1)F)C1=C(C=C(C(=C1)Cl)C(=O)NC1=CC(=C(C=C1)S(=O)(=O)C1CC1)C(F)(F)F)F